C(C)(=O)C=CC(=O)O 3-Acetyl-acrylic acid